5-hydroxy-2-fluorobenzamide OC=1C=CC(=C(C(=O)N)C1)F